5-((2r,5s)-2,5-dimethyl-4-((tetrahydro-2H-pyran-4-yl)methyl)piperazin-1-yl)-2-(4-isopropyl-5-(8-methoxy-[1,2,4]triazolo[1,5-a]pyridin-6-yl)-1H-pyrazol-3-yl)thiazole C[C@H]1N(C[C@@H](N(C1)CC1CCOCC1)C)C1=CN=C(S1)C1=NNC(=C1C(C)C)C=1C=C(C=2N(C1)N=CN2)OC